5-(1-((R or S)-3-(ethoxymethyl)-3-(2-(5-fluorothiophen-2-yl)ethyl)pyrrolidin-1-yl)-1-fluoroethyl)-2-methylpyridine C(C)OC[C@]1(CN(CC1)C(C)(F)C=1C=CC(=NC1)C)CCC=1SC(=CC1)F |o1:4|